2-methoxy-6-(tributylstannyl)pyrazine COC1=NC(=CN=C1)[Sn](CCCC)(CCCC)CCCC